C(C)(C)N1C[C@H](CC1=O)C(=O)O |o1:5| (S) or (R)-1-isopropyl-5-oxo-pyrrolidine-3-carboxylic acid